4-(difluoro((1-methyl-1H-imidazol-4-yl)sulfonyl)methyl)-N-(pyridazin-4-yl)piperidine-1-carboxamide FC(C1CCN(CC1)C(=O)NC1=CN=NC=C1)(S(=O)(=O)C=1N=CN(C1)C)F